2,6-dimethyl-4-t-butyl-3-hydroxybenzylsulphide CC1=C(CSCC2=C(C(=C(C=C2C)C(C)(C)C)O)C)C(=CC(=C1O)C(C)(C)C)C